racemic-4-(difluoromethyl)-4-hydroxy-8-(1H-pyrazol-4-yl)-1,3,4,5-tetrahydro-6H-pyrano[4,3-b]thieno[3,2-d]pyridin-6-one FC([C@@]1(COCC2=C1NC(C1=C2C=C(S1)C=1C=NNC1)=O)O)F |r|